C(#N)CC=1C(=NC=C(C1)O)C(=O)OC Methyl 3-(cyanomethyl)-5-hydroxypicolinate